C1CNC(C12CCC1(OCCO1)CC2)=O 9,12-Dioxa-3-azadispiro[4.2.48.25]tetradecan-4-one